2,7-dimethyl-5-[5-(piperidin-4-yl)[1,3]thiazolo[5,4-d][1,3]thiazol-2-yl]-2H-indazole hydrochloride Cl.CN1N=C2C(=CC(=CC2=C1)C=1SC=2N=C(SC2N1)C1CCNCC1)C